C(CC(O)(C(=O)[O-])CC(=O)[O-])(=O)OCCCCCCCCCCCCCCCCCCCCCC Behenyl citrate